FC1=C(C=CC=2N(C=NC21)C)N 4-fluoro-5-amino-1-methyl-1H-benzimidazole